CC1=NC=2C=CN(C(C2C=C1C(=O)OCC)=O)CC=1OC(=CN1)C ethyl 2-methyl-6-((5-methyloxazol-2-yl)methyl)-5-oxo-5,6-dihydro-1,6-naphthyridine-3-carboxylate